FC=1C=C(C=C(C1)F)S(=O)[O-].[Na+] sodium 3,5-difluorobenzenesulfinate